C(C1=CC=CC=C1)OC1=C(C=C(C(=C1)Br)F)C1(CCC1)C#N 1-(2-benzyloxy-4-bromo-5-fluoro-phenyl)cyclobutanecarbonitrile